[C-](S(=O)(=O)C(F)(F)F)(S(=O)(=O)C(F)(F)F)S(=O)(=O)C(F)(F)F.FC(C1(OC2C3(CCC(C12)C3)COC3=C(C=CC=C3)[S+](C3=CC=CC=C3)C3=C(C=CC=C3)OCC31C2OC(C2C(CC3)C1)(C(F)(F)F)C(F)(F)F)C(F)(F)F)(F)F bis[4,4-bis(trifluoromethyl)-3-oxatricyclo-[4.2.1.02,5]-nonylmethoxyphenyl]phenyl-sulfonium tris(trifluoromethylsulfonyl)methide